tert-butyl 2-(diethoxyphosphoryl)-3-(3-(9,9,9-trifluorononyl)-1,2,4-oxadiazol-5-yl)propanoate C(C)OP(=O)(OCC)C(C(=O)OC(C)(C)C)CC1=NC(=NO1)CCCCCCCCC(F)(F)F